N-[4-[(6,7-Dimethoxy-1,5-naphthyridin-4-yl)oxy]-3-fluorophenyl]-6-methyl-4-oxo-5-phenyl-1-propan-2-ylpyridine-3-carboxamide hydrochloride Cl.COC=1N=C2C(=CC=NC2=CC1OC)OC1=C(C=C(C=C1)NC(=O)C1=CN(C(=C(C1=O)C1=CC=CC=C1)C)C(C)C)F